BrC1=CC(=C(O[C@H](C(=O)O)C)C=C1)C1=CC(=NO1)C (2S)-2-[4-bromo-2-(3-methyl-1,2-oxazol-5-yl)phenoxy]propionic acid